n-butyl-4,4-bis(tert-butylperoxy)valerate C(CCC)OC(CCC(C)(OOC(C)(C)C)OOC(C)(C)C)=O